C(C)(C)(C)OC(=O)N(C(OC(C)(C)C)=O)C1=NN2C(C=C(C=C2)C2=C(C(=C(C=C2)C)O)F)=N1 tert-butyl (tert-butoxycarbonyl)(7-(2-fluoro-3-hydroxy-4-methylphenyl)-[1,2,4]triazolo[1,5-a]pyridin-2-yl)carbamate